Br.BrCC(=O)C1=NC(=CC=C1)C 2-bromo-1-(6-methylpyridin-2-yl)ethan-1-one hydrobromide